CC(C(=O)O)(CI)C 2,2-dimethyl-3-iodopropionic acid